O1C(OCC1)C1=CN=C(N1C)C1=C(C=C(C=N1)C1(CC1)C#N)S(=O)(=O)CC 1-(6-(5-(1,3-dioxolan-2-yl)-1-methyl-1H-imidazol-2-yl)-5-(ethylsulfonyl)pyridin-3-yl)cyclopropane-1-carbonitrile